O1[C@@H](CCC1)C#N (S)-tetrahydrofuran-2-carbonitrile